C(CCCCCCCCCCCCCCCC)P(O)(O)=O heptadecylphosphonic acid